tert-Butyl 4-(4-(3,4,5-trimethoxybenzoyl)thiazol-2-yl)benzylcarbamate COC=1C=C(C(=O)C=2N=C(SC2)C2=CC=C(CNC(OC(C)(C)C)=O)C=C2)C=C(C1OC)OC